ClC1=CC=CC(=N1)C(=O)N1C(C(C(C1)(F)F)O)(C)C (6-chloropyridin-2-yl)(4,4-difluoro-3-hydroxy-2,2-dimethylpyrrolidin-1-yl)methanone